2-(4-morpholinodithio)benzothiazole C1COCCN1SSC2=NC3=CC=CC=C3S2